chloro-1-(oxetan-3-yl)-1H-pyrrolo[2,3-b]pyridine-4-carboxylic acid methyl ester COC(=O)C=1C2=C(N=CC1)N(C(=C2)Cl)C2COC2